ClC1=NC=CC2=CC=CC=C12 (RS)-1-Chloro-isochinolin